3-(4-(1-(3-((4-(3-(4-chloro-3-cyclopropyl-1H-pyrrolo[2,3-b]pyridin-5-yl)phenyl)-3-oxopiperazin-1-yl)sulfonyl)propyl)piperidin-4-yl)phenyl)piperidine-2,6-dione ClC1=C2C(=NC=C1C=1C=C(C=CC1)N1C(CN(CC1)S(=O)(=O)CCCN1CCC(CC1)C1=CC=C(C=C1)C1C(NC(CC1)=O)=O)=O)NC=C2C2CC2